8-Azidoimidazo[1,5-a]pyridine N(=[N+]=[N-])C=1C=2N(C=CC1)C=NC2